4-(4-(1H-pyrazol-1-yl)benzyl)-N-(3,3-dimethyltetrahydro-2H-pyran-4-yl)-5-methyl-6-(1-methyl-1H-pyrazol-3-yl)picolinamide N1(N=CC=C1)C1=CC=C(CC2=CC(=NC(=C2C)C2=NN(C=C2)C)C(=O)NC2C(COCC2)(C)C)C=C1